(R)-N-(1-cyclopropyl-2-oxo-1,2-dihydropyridin-3-yl)-7-((1-fluoroprop-2-yl)oxy)-2-(1-methyl-2-oxabicyclo[2.1.1]hex-4-yl)imidazo[1,2-a]pyridine-6-carboxamide C1(CC1)N1C(C(=CC=C1)NC(=O)C=1C(=CC=2N(C1)C=C(N2)C21COC(C2)(C1)C)O[C@@H](CF)C)=O